CC1=C(C=CC=C1)C1=NN2C(C=NC(=C2)C=2C=NN(C2)C)=C1C#N 2-methylphenyl-(6-(1-methyl-1H-pyrazol-4-yl)pyrazolo[1,5-a]pyrazine-3-carbonitrile)